N[C@H]1[C@H](CCCC1)NC1=NC=2N(C=C1)N=CC2C(=O)NC=2C(=NN(C2)C)C(N)=O 5-{[(1S,2R)-2-Aminocyclohexyl]amino}-N-(3-carbamoyl-1-methyl-1H-pyrazol-4-yl)pyrazolo[1,5-a]pyrimidin-3-carboxamid